FC(OC1=NC(=NN2C1=C(C=C2)C=2C=NC=1N(C2)C=CN1)NC1CCC(CC1)(O)C)F (1s,4s)-4-((4-(difluoromethoxy)-5-(imidazo[1,2-a]pyrimidin-6-yl)pyrrolo[2,1-f][1,2,4]triazin-2-yl)amino)-1-methylcyclohexan-1-ol